4-amino-N-((5R)-2-methoxy-5,8-dihydro-6H-pyrano[3,4-b]-pyridin-5-yl)-N,1-dimethyl-1H-pyrazolo[4,3-c]quinoline-8-carboxamide NC1=NC=2C=CC(=CC2C2=C1C=NN2C)C(=O)N(C)[C@H]2COCC1=NC(=CC=C12)OC